C1OC2=CC=CC(=C2O1)[N+](=O)[O-] 2-methylenedioxy-4-nitrobenzene